ClC=1N=C(C2=CC=CC(=C2C1)C#N)C(=O)NC1CCC(CC1)(C)OC 3-chloro-5-cyano-N-[(trans)-4-methoxy-4-methylcyclohexyl]isoquinoline-1-carboxamide